ClC1=C(C=CC=C1C1=C(C(=NC=C1)C1=CC(=C(C=C1)CNC[C@H]1OCC1)OC)Cl)C1=CC=C(C(=N1)OC)CNC[C@H]1CCC(N1)=O (R)-5-((((6-(2-chloro-3-(3-chloro-2-(3-methoxy-4-(((((S)-oxetan-2-yl)methyl)amino)methyl)phenyl)pyridin-4-yl)phenyl)-2-methoxypyridin-3-yl)methyl)amino)methyl)pyrrolidin-2-one